F[C@H]1CN(CC[C@H]1NC1=CC=CC=2N1N=C(C2SC(F)(F)F)C#CCNC=2C=CC(=NC2OC)P(C)(C)=O)C (5-((3-(7-(((3S,4R)-3-fluoro-1-methylpiperidin-4-yl)amino)-3-((trifluoromethyl)thio)pyrazolo[1,5-a]pyridin-2-yl)prop-2-yn-1-yl)amino)-6-methoxypyridin-2-yl)dimethylphosphine oxide